NC=1C=C(C(=NC1OC)N1CCN(CC1)C(C(F)(F)F)=O)C=1C=NN(C1)C 1-(4-(5-amino-6-methoxy-3-(1-methyl-1H-pyrazol-4-yl)pyridin-2-yl)piperazin-1-yl)-2,2,2-trifluoroethane-1-one